tert-butyl ((3S,4S)-8-(5-((2-(azetidin-3-ylamino)-3-chloropyridin-4-yl)thio)pyrazin-2-yl)-3-methyl-2-oxa-8-azaspiro[4.5]decan-4-yl)carbamate N1CC(C1)NC1=NC=CC(=C1Cl)SC=1N=CC(=NC1)N1CCC2([C@@H]([C@@H](OC2)C)NC(OC(C)(C)C)=O)CC1